C1(=CC=CC=C1)C1=NC2=CC=CC=C2C=C1 phenylquinoline